4-methyl-6-{4-[(4-nitrophenyl)methyl]piperazin-1-yl}-1-oxo-1,2-dihydrophthalazine CC1=NNC(C2=CC=C(C=C12)N1CCN(CC1)CC1=CC=C(C=C1)[N+](=O)[O-])=O